1-fluoro-N-(5-((4-methylpiperazin-1-yl)methyl)-9-oxo-2-(trifluoromethyl)-9H-indeno[2,1-d]pyrimidin-7-yl)cyclopropane-1-carboxamide FC1(CC1)C(=O)NC1=CC=2C(C=3N=C(N=CC3C2C(=C1)CN1CCN(CC1)C)C(F)(F)F)=O